C(C=C)(=O)NCCP(O)(O)=O 2-acrylamido-ethylphosphonic acid